decyl-propyl-dimethyl-ammonium bromide [Br-].C(CCCCCCCCC)[N+](C)(C)CCC